N=1NN=C2C(N=CC=CC21)=O [1,2,3]triazolo[4,5-c]azepin-4(2H)-one